CN1N=CC2=CC(=CC=C12)C(=O)O 1-methylindazole-5-carboxylic acid